NC1=CC(=C(OC2=C(C=C(C=C2)OC2=C(C=C(C=C2)N)C(F)(F)F)C(C)C)C=C1)C(F)(F)F 1,4-bis(4-amino-2-trifluoromethylphenoxy)-2-isopropylbenzene